ClC1=CC(=CC(=N1)N1[C@@H](COCC1)C)C1(CC1)S(=O)(=O)C (R)-4-(6-chloro-4-(1-(methylsulfonyl)cyclopropyl)pyridin-2-yl)-3-methylmorpholine